C(C)(C)C1=CC=C(C=C1)[C@H](C)N[S@](=O)C(C)(C)C (R)-N-((S)-1-(p-isopropylphenyl)-ethyl)-2-methylpropane-2-sulfinamide